2-oxo-1,3-dihydroindole O=C1NC2=CC=CC=C2C1